(E)-N-(4-(8-(4-chloro-1-methyl-6-(trifluoromethyl)-1H-benzo[d]imidazol-5-yl)indolizine-3-carbonyl)-2,6-difluorophenyl)-4-(((1r,4r)-4-methoxycyclohexyl)amino)but-2-enamide ClC1=C(C(=CC=2N(C=NC21)C)C(F)(F)F)C2=CC=CN1C(=CC=C21)C(=O)C2=CC(=C(C(=C2)F)NC(\C=C\CNC2CCC(CC2)OC)=O)F